4-chloro-5-methyl-2-(methylsulfonyl)pyrimidine ClC1=NC(=NC=C1C)S(=O)(=O)C